3-(5-(2-methoxyethyl)-4,5,6,7-tetrahydropyrazolo[1,5-a]pyrazin-2-ylamino)-1-methyl-5-(4,4,5,5-tetramethyl-1,3,2-dioxaborolan-2-yl)pyridin-2(1H)-one COCCN1CC=2N(CC1)N=C(C2)NC=2C(N(C=C(C2)B2OC(C(O2)(C)C)(C)C)C)=O